1-(7-(3-fluoro-4-(trifluoromethyl)phenoxy)-3,4-dihydroisoquinolin-2(1H)-yl)-2-(3-hydroxy-1H-pyrazol-4-yl)ethan-1-one FC=1C=C(OC2=CC=C3CCN(CC3=C2)C(CC=2C(=NNC2)O)=O)C=CC1C(F)(F)F